C(CCCC)C=1C=CC(=C(C1)C(C)C1=CC=C(C=C1)P(CCCCCCCC)(CCCCCCCC)=O)O (4-(1-(5-pentyl-2-hydroxyphenyl)ethyl)phenyl)dioctylphosphine oxide